2-(4-fluorophenyl)-1H-imidazol FC1=CC=C(C=C1)C=1NC=CN1